CC=1N=C(C(=NC1C1=CC=CC=2N(C=NC21)C)C(=O)OC)NC2=CC=C(C=C2)C2N(CCOC2)C Methyl 5-methyl-6-(1-methylbenzimidazol-4-yl)-3-[4-(4-methylmorpholin-3-yl)anilino]pyrazine-2-carboxylate